C[C@H]1C[C@@H](CNC1)C(=O)O (3S,5S)-5-methylpiperidine-3-carboxylic acid